N-tert-butyl-1-[8-(6-ethoxypyridazin-4-yl)-6H-isochromeno[3,4-b]pyridin-3-yl]pyrrolidin-3-amine C(C)(C)(C)NC1CN(CC1)C1=CC=C2C(=N1)OCC=1C=C(C=CC12)C1=CN=NC(=C1)OCC